C/C(/C(=O)[O-])=C/C(=O)[O-] (Z)-2-methylbut-2-endioat